8'-Methyl-1',5'-dihydrospiro[cyclopropane-1,4'-furo[2,3-g]indazole]-7'-carboxylic acid ethyl ester C(C)OC(=O)C1=C(C2=C(CC3(C=4C=NNC24)CC3)O1)C